C(C)(C)C1C(C(C2=CC(=C(C=C12)C(C)=O)C)(C)C)C 1-(3-isopropyl-1,1,2,6-tetramethyl-2,3-dihydro-1H-inden-5-yl)ethan-1-one